OC[C@H]1O[C@@]2([C@@H](CCO2)NCC2=CC=NC=C2)[C@@H]([C@H]([C@H]1O)N1N=NC(=C1)C1=CC(=C(C(=C1)F)F)F)O (4R,5S,7R,8R,9S,10R)-7-(hydroxymethyl)-4-((pyridin-4-ylmethyl)amino)-9-(4-(3,4,5-trifluorophenyl)-1H-1,2,3-triazol-1-yl)-1,6-dioxaspiro[4.5]decane-8,10-diol